2,4-bis(4-biphenylyl)-6-{5-(4-pyridyl)-1,1':2',1''-terphenyl-3-yl}-1,3,5-triazine C1(=CC=C(C=C1)C1=NC(=NC(=N1)C1=CC=C(C=C1)C1=CC=CC=C1)C=1C=C(C=C(C1)C1=CC=NC=C1)C=1C(=CC=CC1)C1=CC=CC=C1)C1=CC=CC=C1